C(C)(C)C1=C2C(N3N(C1(C(C)C)C(C)C)C(N(C3=O)C3=CC=C(C=C3)C(C)=O)=O)C=3C=C(C(=CC3OC2(C)C)O)C(C)=O triisopropyl-11-acetyl-2-(4-Acetylphenyl)-10-hydroxy-7,7-dimethyl-5,12b-dihydro-1H,7H-chromeno[4,3-c][1,2,4]triazolo[1,2-a]pyridazine-1,3(2H)-dione